ClC=1C(=C(C(=CC1N1CC2=C(CCC1)C=C(C(=C2)F)F)C)NC(CC(C)(C)C)=O)C N-(3-chloro-4-(7,8-difluoro-1,3,4,5-tetrahydro-2H-benzo[c]azepine-2-yl)-2,6-dimethyl-phenyl)-3,3-dimethylbutyramide